(E)-tert-butyl (4-(2-(4,4-difluorocyclohexyl)vinyl)-5-methoxypyrimidin-2-yl)carbamate FC1(CCC(CC1)/C=C/C1=NC(=NC=C1OC)NC(OC(C)(C)C)=O)F